C(CCCC)(=O)N1CC2(CC1)CCN(CC2)C2=C(C#N)C=CC=C2 2-(2-Pentanoyl-2,8-diazaspiro[4.5]decan-8-yl)benzonitrile